5-chloro-6-(4-(2-methoxyethyl)piperazin-1-yl)pyridin ClC=1C=CC=NC1N1CCN(CC1)CCOC